ClC=1C=CC(=NC1C(F)F)[C@H](NC(=O)[C@H]1NC(NC1)=O)C=1C=NC(=C(C1)Cl)C(F)(F)F |&1:10| (S)-N-((R and S)-(5-chloro-6-(difluoromethyl)pyridin-2-yl)(5-chloro-6-(trifluoromethyl)-pyridin-3-yl)methyl)-2-oxoimidazolidine-4-carboxamide